N-[1-{3-(1-methylvinyl)-phenyl}1-methylethyl]carbamic acid 1,3-dimethyl-3-(t-butylperoxy)butyl-methacrylate CC(CC(C)(OOC(C)(C)C)C)OC(C(=C)C)=O.CC(=C)C=1C=C(C=CC1)C(C)(C)NC(O)=O